ClC=1C=C2C=C(NC2=CC1)C1=NC=CC(=N1)Cl 5-chloro-2-(4-chloropyrimidin-2-yl)-1H-indole